FC1=CC=C(C=C1)C1=CC(=CC=C1)/C=C/C(=O)N1C(OC[C@@H]1C1=CC=CC=C1)=O (S,E)-3-(3-(4'-fluoro-[1,1'-biphenyl]-3-yl)acryloyl)-4-phenyloxazolidin-2-one